N[C@H]([C@@H](CN(S(=O)(=O)C1=CC=C(C=C1)OC)CC(C)C)O)CC1=CC=CC=C1 N-((2R,3S)-3-amino-2-hydroxy-4-phenylbutyl)-N-isobutyl-4-methoxybenzenesulfonamide